tert-butyl ((5-ethyl-1-fluoro-4-(4,4,5,5-tetramethyl-1,3,2-dioxaborolane-2-yl)naphthalen-2-yl)methyl)carbamate C(C)C1=C2C(=CC(=C(C2=CC=C1)F)CNC(OC(C)(C)C)=O)B1OC(C(O1)(C)C)(C)C